6-((3S,4S)-4-amino-3-methyl-2-oxa-8-azaspiro[4.5]decan-8-yl)-3-(1-(2-methoxyphenyl)cyclopropyl)-1,5-dihydro-4H-pyrazolo[3,4-d]pyrimidin-4-one N[C@@H]1[C@@H](OCC12CCN(CC2)C=2NC(C1=C(N2)NN=C1C1(CC1)C1=C(C=CC=C1)OC)=O)C